C(C=C)(=O)N1C[C@@H](N(CC1)C1=CC(N(C(=C1)F)C=1C(=NC=CC1SC)C(C)C)=O)C 4-((S)-4-propenoyl-2-methylpiperazin-1-yl)-6-fluoro-1-(2-isopropyl-4-(methylthio)pyridin-3-yl)-2-oxo-1,2-dihydropyridin